1,2-dimethylcyclopropane-1,2-dicarboxylic acid sodium salt [Na+].CC1(C(C1)(C(=O)[O-])C)C(=O)[O-].[Na+]